(1R,4R,7R)-7-bromo-6-(difluoromethylene)-2-(tert-butoxycarbonyl)-2-azabicyclo[2.2.1]heptan-3-one Br[C@H]1[C@@H]2N(C([C@H]1CC2=C(F)F)=O)C(=O)OC(C)(C)C